6-Chloro-9-ethyl-8-(6-methyl-pyridin-3-yl)-9H-pyrido[3,4-b]indole ClC=1C=C2C3=C(N(C2=C(C1)C=1C=NC(=CC1)C)CC)C=NC=C3